FC1=CC(=CC=2N1C=C(N2)C)B2OC(C(O2)(C)C)(C)C 5-fluoro-2-methyl-7-(4,4,5,5-tetramethyl-1,3,2-dioxaborolan-2-yl)imidazo[1,2-a]pyridine